BrC1=C2C(=CN(C2=CC(=C1)C1(CC(C1)C)C(=O)NN)S(=O)(=O)CC1=CC=CC=C1)F 1-(4-bromo-3-fluoro-1-toluenesulfonyl-1H-indol-6-yl)-3-methylcyclobutane-1-carboxylic acid hydrazide